methyl ((6-(2,2'-dichloro-3'-(4-oxo-3-(((((R)-5-oxopyrrolidin-2-yl)methyl)amino)methyl)-4H-pyrido[1,2-a]pyrimidin-8-yl)-[1,1'-biphenyl]-3-yl)-2-methoxypyridin-3-yl)methyl)-D-serinate ClC1=C(C=CC=C1C1=CC=C(C(=N1)OC)CN[C@H](CO)C(=O)OC)C1=C(C(=CC=C1)C1=CC=2N(C(C(=CN2)CNC[C@@H]2NC(CC2)=O)=O)C=C1)Cl